ClC1=CC=CC=2C(N([C@H]3C=4N([C@@H](C21)C3)C3=C(N4)C=CC(=C3)C3=CC(=C(C=C3)P(=O)(C)C)F)C(C([2H])([2H])[2H])([2H])[2H])=O (7R,14R)-1-chloro-11-(4-(dimethylphosphoryl)-3-fluorophenyl)-6-(ethyl-d5)-6,7-dihydro-7,14-methanobenzo[f]benzo[4,5]imidazo[1,2-a][1,4]diazocin-5(14H)-one